2-(2-(6-cyclobutoxy-3-fluoropyridin-2-yl)-1,2,3,4-tetrahydroisoquinolin-6-yl)cyclopropane-1-carboxylic acid C1(CCC1)OC1=CC=C(C(=N1)N1CC2=CC=C(C=C2CC1)C1C(C1)C(=O)O)F